N=1C=CN2C1C=CC(=C2)O imidazo[1,2-a]pyridin-6-ol